C=1C(CCCCCCCCCCCCCC1)=O CYCLOHEXADECEN-2-ONE